C1(CC1)N1N=CC(=C1)C1=NC=CC(=C1)OC1=C(C=C(C=C1)NC(=O)C=1C(N(C(N(C1)C(C)C)=O)C1=CC=C(C=C1)F)=O)F N-(4-((2-(1-cyclopropyl-1H-pyrazol-4-yl)pyridin-4-yl)oxy)-3-fluorophenyl)-3-(4-fluorophenyl)-1-isopropyl-2,4-dioxo-1,2,3,4-tetrahydropyrimidine-5-carboxamide